C(C)(C)(C)OC(N(CCOCCOCCOCCOCCNC)C(=O)OC(C)(C)C)=O tert-butyl-N-tert-butoxycarbonyl-N-[2-[2-[2-[2-[2-(methylamino) ethoxy]ethoxy]ethoxy]ethoxy]ethyl]carbamate